C1(CC1)C(C)N1CC2(CN(C2)C2=C(N=C(S2)C2=NNC(=C2CC(F)(F)F)C=2C=C(C=3N(C2)N=CN3)OC)C)C1 5-(6-(1-cyclopropylethyl)-2,6-diazaspiro[3.3]heptan-2-yl)-2-(5-(8-methoxy-[1,2,4]triazolo[1,5-a]pyridin-6-yl)-4-(2,2,2-trifluoroethyl)-1H-pyrazol-3-yl)-4-methylthiazole